ClC=1C=C(C=CC1F)C(C=1NC(=C(N1)C)S(=O)(=O)C)OC1C(CCCC1)OC 2-[(3-chloro-4-fluorophenyl)-(2-methoxycyclohexyl)oxymethyl]-4-methyl-5-methylsulfonyl-1H-imidazole